NC1=C(C=2C(=NN(C2C(=O)OC)CC)N1C1=C(C(=CC=C1C)OC)C)C#N Methyl 5-amino-4-cyano-2-ethyl-6-(3-methoxy-2,6-dimethylphenyl)-2,6-dihydropyrrolo[2,3-C]pyrazole-3-carboxylate